CN(C)CC1=C(OC2=C1C=CC=C2)C(=O)NCCOC2=CC=C(C=C2)C(NO)=O 3-[(dimethylamino)methyl]-N-{2-[4-(hydroxycarbamoyl)phenoxy]ethyl}-1-benzofuran-2-carboxamide